(bis(o-N,N-dimethylaminobenzyl))scandium CN(C)C1=C(C[Sc]CC2=C(C=CC=C2)N(C)C)C=CC=C1